4-Chloro-5-methyl-6-(trifluoromethyl)pyrimidin-2-amine ClC1=NC(=NC(=C1C)C(F)(F)F)N